CC1=C(C=C(C=C1)NC([C@H](C[C@H]1C(NCC1)=O)NC(=O)[C@@H]1N(CCCC1)C(=O)OC(C)(C)C)=O)C(N[C@H](C)C1=CC=CC2=CC=CC=C12)=O tert-butyl (R)-2-(((S)-1-((4-methyl-3-(((R)-1-(naphthalen-1-yl)ethyl)carbamoyl) phenyl) amino)-1-oxo-3-((S)-2-oxopyrrolidin-3-yl)propan-2-yl)carbamoyl)piperidine-1-carboxylate